C(C)(C)N1N=C(C2=C1C=1N(N=C2)C=C(C1)C1=CC=NC=C1)NC1CCN(CC1)C(C)=O 1-(4-((1-isopropyl-8-(pyridin-4-yl)-1H-pyrazolo[3,4-d]pyrrolo[1,2-b]pyridazin-3-yl)amino)piperidin-1-yl)ethan-1-one